bis(4-(oxiran-2-ylmethoxy)phenyl)methane O1C(C1)COC1=CC=C(C=C1)CC1=CC=C(C=C1)OCC1OC1